C(C)C1=C(C2=NC(=CC=C2S1)N1CCN(CC1)CC(=O)N1CC(C1)O)N(C=1SC(=C(N1)C1=CC=C(C=C1)F)C#N)C 2-((2-ethyl-5-(4-(2-(3-hydroxyazetidin-1-yl)-2-oxoethyl)piperazin-1-yl)thieno[3,2-b]pyridin-3-yl)(methyl)amino)-4-(4-fluorophenyl)thiazole-5-carbonitrile